OC[C@H](CC=1SC=CC1)NC([C@@H]([C@@H](OC)[C@H]1N(CCC1)C(=O)OC(C)(C)C)C)=O tert-Butyl (S)-2-((1R,2R)-3-(((S)-1-hydroxy-3-(thiophen-2-yl)propan-2-yl)amino)-1-methoxy-2-methyl-3-oxopropyl)pyrrolidine-1-carboxylate